C(C=C)N(C(OC(C)(C)C)=O)C(C1=C(C=C(C=C1)[N+](=O)[O-])Br)=O tert-butyl N-allyl-N-(2-bromo-4-nitro-benzoyl)carbamate